Ls-ornithine N[C@@H](CCCN)C(=O)O